CC1=CC(=C(C(=O)Cl)C=C1)Br 4-methyl-2-bromobenzoyl chloride